OCC1CC=CCC1CO 4,5-bis(hydroxymethyl)-1-cyclohexene